N-methoxy-1H-imidazole CON1C=NC=C1